para-(tertiary butyl)phenyl glycidyl ether C(C1CO1)OC1=CC=C(C=C1)C(C)(C)C